BrC1=C2CCN([C@@H](C2=C(C=C1)OCC=1N=CN(C1)C)CN1C(C2=CC=CC=C2C1)=O)C(=O)[C@H]1[C@H](CCCC1)C(=O)O (1S,2r)-2-((S)-5-bromo-8-((1-methyl-1H-imidazol-4-yl)methoxy)-1-((1-oxoisoindolin-2-yl)methyl)-1,2,3,4-tetrahydroisoquinoline-2-carbonyl)cyclohexane-1-carboxylic acid